C(C1=C(C(=CC(=C1O)CC)C1=CC=CC=2NN=NC21)O)C2=C(C(=CC(=C2O)CC)C2=CC=CC=1NN=NC12)O 2,2'-methylenebis(4-ethylhydroxy-6-benzotriazolylphenol)